N-(trans-4-((5-cyanopyridin-2-yl)amino)cyclohexyl)-N-(3-methyl-4-(1-methyl-1H-pyrazol-4-yl)phenyl)acetamide C(#N)C=1C=CC(=NC1)N[C@@H]1CC[C@H](CC1)N(C(C)=O)C1=CC(=C(C=C1)C=1C=NN(C1)C)C